C(CCCCCCCC)(=O)OCC(COC(CCCCCCCC)=O)O 2-hydroxypropane-1,3-diyl dinonanoate